N[C@H](C(=O)O)CCC(=O)N[C@H](C(=O)N1CCN(CC1)C(C1=C(C=C(C=C1)NC=1C=2N(C=CN1)C(=CN2)C2=C(C(=C(C=C2)OC)F)F)C)=O)CCCN (2S)-2-amino-5-[[(2S)-5-amino-1-[4-[4-[[3-(2,3-difluoro-4-methoxyphenyl)imidazo[1,2-a]pyrazin-8-yl]amino]-2-methylbenzoyl]piperazin-1-yl]-1-oxopentan-2-yl]amino]-5-oxopentanoic acid